BrC1=C(C=CC(=C1)F)C1=NC2=CC=C3C(=C2C=2CCCCC12)C=NN3 7-(2-Bromo-4-fluorophenyl)-8,9,10,11-tetrahydro-3H-pyrazolo[4,3-a]phenanthridine